OC1=CC=C2CCN(CC2=C1)C(=O)OCC1=CC=CC=C1 2-Benzyl 7-hydroxy-3,4-dihydro-1H-isoquinoline-2-carboxylate